4-[3-(Hydroxymethyl)oxetan-3-yl]piperazine-1-carboxylic acid tert-butyl ester C(C)(C)(C)OC(=O)N1CCN(CC1)C1(COC1)CO